BrC1=CC=C(C=C1)[C@@H](CC(=O)O)CC(=O)OCC (S)-3-(4-bromophenyl)-5-ethoxy-5-oxopentanoic acid